[Cl-].[Cl-].C[Si](=[Zr+2](C1C(=CC2=C(C=CC=C12)C1=CC=C(C=C1)C(C)(C)C)C)C1C(=CC2=C(C=CC=C12)C1=CC=C(C=C1)C(C)(C)C)C)C Dimethylsilanediylbis(2-methyl-4-(4-tert-butylphenyl)-1H-inden-1-yl)zirconium dichloride